(2R,3R,4R,5S,6R)-3-amino-6-(hydroxymethyl)tetrahydro-2H-pyran-2,4,5-triol hydrochloride Cl.N[C@H]1[C@@H](O[C@@H]([C@H]([C@@H]1O)O)CO)O